BrC1C(C1C)C 1-bromo-2,3-dimethylcyclopropane